7-(4-(dimethylamino)but-1-yn-1-yl)-N-(1-isopropylpiperidine-4-yl)-6-methoxy-2-(4-methyl-1,4-diazepane-1-yl)quinazolin-4-amine CN(CCC#CC1=C(C=C2C(=NC(=NC2=C1)N1CCN(CCC1)C)NC1CCN(CC1)C(C)C)OC)C